BrCC(C[C@@]1(N(C[C@H](C1)F)C(=O)OC(C)(C)C)C(=O)OC)O 1-(tert-Butyl) 2-methyl (2S,4S)-2-(3-bromo-2-hydroxypropyl)-4-fluoropyrrolidine-1,2-dicarboxylate